15-tetracosenoate C(CCCCCCCCCCCCCC=CCCCCCCCC)(=O)[O-]